[Ni](=[Te])=[Te] nickel-ditelluride